1,3-Diisopropyl-2-methoxybenzene C(C)(C)C1=C(C(=CC=C1)C(C)C)OC